N-(1-Cyclopropyl-2,2-difluoro-2-(benzenesulfonyl)ethyl)-2-methylpropane-2-sulfinamide C1(CC1)C(C(S(=O)(=O)C1=CC=CC=C1)(F)F)NS(=O)C(C)(C)C